ClCC1=C2C(=NC(=C1)C(=O)NC=1C=NC=C(C1)C1(CC(C1)C)C1=NN=CN1C)C(CC2)(F)F 4-(chloromethyl)-7,7-difluoro-N-{5-[(1r,3s)-3-methyl-1-(4-methyl-1,2,4-triazol-3-yl)cyclobutyl]pyridin-3-yl}-5H,6H-cyclopenta[b]pyridine-2-carboxamide